9-chloro-5-[4-[(3S)-1-(3-fluoropropyl)pyrrolidin-3-yl]oxyphenyl]-4-indolin-6-yl-2,3-dihydro-1-benzoxepin-8-ol ClC1=C(C=CC=2C(=C(CCOC21)C2=CC=C1CCNC1=C2)C2=CC=C(C=C2)O[C@@H]2CN(CC2)CCCF)O